C(C=C)OC(=O)N1CC2(CC1OC)CCOCC2 allyl-3-methoxy-8-oxa-2-azaspiro[4.5]decane-2-carboxylate